4-(2-chloro-5-methylpyrimidine-4-yl)aniline ClC1=NC=C(C(=N1)C1=CC=C(N)C=C1)C